N-[1-(5-bromo-2-pyrimidin-2-yl-1,2,4-triazol-3-yl)ethyl]-3-chloro-5-(trifluoromethyl)benzamide BrC=1N=C(N(N1)C1=NC=CC=N1)C(C)NC(C1=CC(=CC(=C1)C(F)(F)F)Cl)=O